N-(6-(3-(1H-imidazol-2-yl)piperidin-1-yl)-2,2-dimethyl-2,3-dihydrobenzofuran-5-yl)pyrazolo[1,5-a]pyrimidine-3-carboxamide N1C(=NC=C1)C1CN(CCC1)C1=CC2=C(CC(O2)(C)C)C=C1NC(=O)C=1C=NN2C1N=CC=C2